BrC1CCC1 1-bromocyclobutane